CN(CC(=O)N1CCC(CC1)C=1C=NC(=CC1C)C1=NNC(=C1CC(F)(F)F)C=1C=C(C=2N(C1)N=CN2)OC)C 2-(dimethylamino)-1-(4-(6-(5-(8-methoxy-[1,2,4]triazolo[1,5-a]pyridin-6-yl)-4-(2,2,2-trifluoroethyl)-1H-pyrazol-3-yl)-4-methylpyridin-3-yl)piperidin-1-yl)ethan-1-one